FC(OC1=CC=C(C=C1)C(/C=C/C1=CC=C(OCC(=O)O)C=C1)=O)F 2-[4-[(E)-3-[4-(Difluoromethoxy)phenyl]-3-oxoprop-1-enyl]phenoxy]acetic acid